COCCOC1=CC2=CC=CC=C2C=C1 2-(2-methoxyethoxy)naphthalen